2-[1-[3-[1,3,3,3-Tetramethyl-1-[(trimethylsilyl)oxy]disiloxanyl]-propyl]-1H-benzimidazol-2-yl]-benzothiazol C[Si](O[Si](C)(C)C)(O[Si](C)(C)C)CCCN1C(=NC2=C1C=CC=C2)C=2SC1=C(N2)C=CC=C1